ClC1=C(C2=C([C@]3(OCC2O)C[C@@H](NCC3)C)S1)Cl (2S,4R)-2',3'-dichloro-2-methyl-4',5'-dihydrospiro[piperidine-4,7'-thieno[2,3-c]pyran]-4'-ol